4-((1R,3S)-3-hydroxycyclohexylamino)-2-((1r,4R)-4-hydroxycyclohexylamino)pyrimidine-5-carboxamide O[C@@H]1C[C@@H](CCC1)NC1=NC(=NC=C1C(=O)N)NC1CCC(CC1)O